2-morpholinoethyl (((2R,3R,4R,5S,6S)-3,4,5-tris(benzyloxy)-6-(4-chloro-3-(4-ethoxybenzyl) phenyl) tetrahydro-2H-pyran-2-yl) methyl) carbonate C(OCCN1CCOCC1)(OC[C@H]1O[C@H]([C@@H]([C@H]([C@@H]1OCC1=CC=CC=C1)OCC1=CC=CC=C1)OCC1=CC=CC=C1)C1=CC(=C(C=C1)Cl)CC1=CC=C(C=C1)OCC)=O